(R)-5-ethynyl-2-(4-((1-(2-(methylsulfonyl)ethyl)piperidin-3-yl)amino)phthalazin-1-yl)phenol C(#C)C=1C=CC(=C(C1)O)C1=NN=C(C2=CC=CC=C12)N[C@H]1CN(CCC1)CCS(=O)(=O)C